O1CC(CC1)NC1CCNCC1 N-(tetrahydrofuran-3-yl)piperidin-4-amine